CNC(=O)C1=NN(C(=C1)C(=O)NC)[C@@H](C)C1=CC=CC=C1 (S)-N3,N5-dimethyl-1-(1-phenylethyl)-1H-pyrazole-3,5-dicarboxamide